1-methoxypiperidine-4-carboxaldehyde CON1CCC(CC1)C=O